1-((4AR,6R,7aS)-2-(2,3,4-trifluorobenzyloxy)-2-oxo-4H-furo[3,2-d][1,3,2]dioxaphosphorin-6-yl)-5-fluoropyrimidine-2,4(1H,3H)-dione FC1=C(COP2(OCC3=C(O2)C=C(O3)N3C(NC(C(=C3)F)=O)=O)=O)C=CC(=C1F)F